C(C)N1CCN(CC1)CC=1C=CC(=NC1)NC1=NC=C(C(=N1)C=1C=C(C2=C(N(C(=N2)C)C(C)C)C1)F)F N-[5-[(4-Ethyl-1-piperazinyl)methyl]-2-pyridinyl]-5-fluoro-4-[4-fluoro-2-methyl-1-(1-methylethyl)-1H-benzimidazol-6-yl]-2-pyrimidinamine